FC(C(=O)O)(F)F.FC=1C=C(C(=O)O)C=CC1S(NC=1C(=NC=C(C1)C=1C=C2C(=NC=NC2=CC1)N1CCNCC1)OC)(=O)=O 3-fluoro-4-(N-(2-methoxy-5-(4-(piperazin-1-yl)quinazolin-6-yl)pyridine-3-yl)sulfamoyl)benzoic acid trifluoroacetate